NCC1=NNC(C2=CC=C(C=C12)C1(CC1)C(=O)N([C@@H]1CCCC=2C=CC=NC12)CC1=CC=C(C=C1)S(F)(F)(F)(F)F)=O (R)-1-(4-(aminomethyl)-1-oxo-1,2-dihydro-phthalazin-6-yl)-N-(4-(pentafluoro-lambda6-sulfanyl)benzyl)-N-(5,6,7,8-tetrahydroquinolin-8-yl)cyclopropane-1-carboxamide